NC1=C(C=NC=C1Br)/C=C/C(=O)OCC Ethyl (E)-3-(4-amino-5-bromopyridin-3-yl)acrylate